(R)-N-(3-(1-((2-amino-5-chloropyridin-3-yl)oxy)ethyl)phenyl)-4-(methylsulfonyl)benzamide NC1=NC=C(C=C1O[C@H](C)C=1C=C(C=CC1)NC(C1=CC=C(C=C1)S(=O)(=O)C)=O)Cl